2-((2-methoxyethyl)amino)pyrido[2,3-d]pyrimidin-7(8H)-one COCCNC=1N=CC2=C(N1)NC(C=C2)=O